BrC1=CC=C(CN2C(C3=NC=CC=C3C2=O)=O)C=C1 6-(4-Bromobenzyl)-5H-pyrrolo[3,4-b]-pyridine-5,7(6H)-dione